C(C)OC=1C=C(C=C(C1C)OCC)[C@@H](C)NCCCC N-[(1R)-1-(3,5-Diethoxy-4-Methylphenyl)Ethyl]Butan-1-Amine